ClC=1C=C(C=CC1F)[C@@H](CO)NC(=O)C1=CN(C=C1)C1=NC(=NC=C1C)NC1=CC(=C(C(=C1)OC)OC)OC (S)-N-(1-(3-chloro-4-fluorophenyl)-2-hydroxyethyl)-1-(5-methyl-2-((3,4,5-trimethoxyphenyl)amino)pyrimidin-4-yl)-1H-pyrrole-3-carboxamide